hexafluoro-antimonate F[Sb-](F)(F)(F)(F)F